BrC=1C(=C(C=NC2=CC=C3C(=CC(OC3=C2)=O)C)C=CC1)O 7-((3-bromo-2-hydroxybenzylidene)amino)-4-methyl-coumarin